CC1=CC=C(C=C1)N1N=C(C=C1)CC(=O)NC=1SC(=CN1)C(F)(F)F 2-[1-(4-methylphenyl)-1H-pyrazol-3-yl]-N-[5-(trifluoromethyl)-1,3-thiazol-2-yl]acetamide